(3-(2-((3-(3,4-difluorophenyl)oxetan-3-yl)oxy)acetyl)-3,8-diazabicyclo[3.2.1]octan-8-yl)nicotinonitrile FC=1C=C(C=CC1F)C1(COC1)OCC(=O)N1CC2CCC(C1)N2C2=C(C#N)C=CC=N2